2-[4-(1-hydroxy-3-oxo-1H-isoindol-2-yl)phenyl]butyric acid OC1N(C(C2=CC=CC=C12)=O)C1=CC=C(C=C1)C(C(=O)O)CC